2-(3'-methyl-4'-(4,4,5,5-tetramethyl-1,3,2-dioxaborolan-2-yl)-[1,1'-biphenyl]-4-yl)-4,6-diphenyl-1,3,5-triazine CC=1C=C(C=CC1B1OC(C(O1)(C)C)(C)C)C1=CC=C(C=C1)C1=NC(=NC(=N1)C1=CC=CC=C1)C1=CC=CC=C1